1-bromo-2-(ethylmethoxy)-4-iodobenzene BrC1=C(C=C(C=C1)I)OCCC